1-(2-(6-(4-ethylpiperazin-1-yl)pyridin-2-yl)-2,8-diazaspiro[4.5]decan-8-yl)prop-2-en-1-one C(C)N1CCN(CC1)C1=CC=CC(=N1)N1CC2(CC1)CCN(CC2)C(C=C)=O